tripotassium chloride [Cl-].[K+].[K+].[K+].[Cl-].[Cl-]